4-[(E)-3-[2-(Carboxymethoxy)-4-hex-5-enoxyphenyl]-3-oxoprop-1-enyl]benzoic acid C(=O)(O)COC1=C(C=CC(=C1)OCCCCC=C)C(/C=C/C1=CC=C(C(=O)O)C=C1)=O